3,5-dihydroxy-N-phenylbenzamide OC=1C=C(C(=O)NC2=CC=CC=C2)C=C(C1)O